C12=CC=CC=C2C(C1)C1=NC=C(C(=N1)OC1=CC=CC=C1)C(=O)N[C@@H](C)\C=C\S(=O)(=O)C 2-(bicyclo[4.2.0]octa-1,3,5-trien-7-yl)-N-((S,E)-4-(methylsulfonyl)but-3-en-2-yl)-4-phenoxypyrimidine-5-carboxamide